5-bromo-2-((3-(piperidin-1-yl)propoxy)methyl)pyridine BrC=1C=CC(=NC1)COCCCN1CCCCC1